methylenebis(2,6-diisopropylaniline) C(NC1=C(C=CC=C1C(C)C)C(C)C)NC1=C(C=CC=C1C(C)C)C(C)C